1-(1-(6-(4-(trifluoromethyl)phenyl)pyridin-3-yl)butyl)-1H-imidazole-5-carboxylic acid FC(C1=CC=C(C=C1)C1=CC=C(C=N1)C(CCC)N1C=NC=C1C(=O)O)(F)F